3-{[4-(trifluoromethyl)benzyl]amino}pyridine-4-carboxylic acid FC(C1=CC=C(CNC=2C=NC=CC2C(=O)O)C=C1)(F)F